C(C)(C)(C)C=1C=C(C2=C(C(C(O2)=O)C2=CC=C(C=C2)OCCOC(CCCCCCCCCCCCCCCCC)=O)C1)C(C)(C)C 5,7-di-tert-butyl-3-[4-(2-stearoyloxyethoxy)phenyl]benzo-furan-2-one